C(C(C)C)N1CCN(CC1)C(=O)C1=CC=C(C=N1)NC1=NC=C(C(=N1)NN1C(OC2=C1C=CC=C2)=O)C {2-[6-(4-isobutyl-piperazine-1-carbonyl)-pyridin-3-ylamino]-5-methyl-pyrimidin-4-ylamino}-3H-benzooxazol-2-one